NC=1C2=C(N=CN1)N(C=C2C2=CC=C(C=1N2C=CN1)NC(=O)NC1=NOC(=C1)C1(CC1)C(F)(F)F)CCO 1-(5-(4-amino-7-(2-hydroxy-ethyl)-7H-pyrrolo[2,3-d]pyrimidin-5-yl)imidazo[1,2-a]-pyridin-8-yl)-3-(5-(1-(tri-fluoromethyl)cyclopropyl)-isoxazol-3-yl)urea